N-[7-benzyloxy-5-fluoro-6-(1,1,4-trioxo-1,2,5-thiadiazolidin-2-yl)-2-naphthyl]-2-(4-bromophenyl)-3-hydroxy-propanamide C(C1=CC=CC=C1)OC1=C(C(=C2C=CC(=CC2=C1)NC(C(CO)C1=CC=C(C=C1)Br)=O)F)N1S(NC(C1)=O)(=O)=O